ethyl CIS-2-(4-((1-(cyclobutylmethyl)-8-(dimethylamino)-2-oxo-8-phenyl-1,3-diazaspiro[4.5]decan-3-yl)methyl)-1H-1,2,3-triazol-1-yl)acetate C1(CCC1)CN1C(N(CC12CCC(CC2)(C2=CC=CC=C2)N(C)C)CC=2N=NN(C2)CC(=O)OCC)=O